N-[3-(azepan-1-yl)-4-[2-(trifluoromethyl)piperazine-1-carbonyl]phenyl]cyclopropanecarboxamide N1(CCCCCC1)C=1C=C(C=CC1C(=O)N1C(CNCC1)C(F)(F)F)NC(=O)C1CC1